3,5,8,11-Tetraazapentadecanoic acid C(CNCNCCNCCNCCCC)(=O)O